2-[5-[1-(2-Fluoro-6-methyl-phenyl)-piperidin-4-yl]-6-oxo-7-(2-trifluoromethylbenzyl)-4,5,6,7-tetrahydro-pyrazolo[3,4-d]pyrimidin-2-yl]-2-methyl-propionitrile FC1=C(C(=CC=C1)C)N1CCC(CC1)N1C(N(C=2C(C1)=CN(N2)C(C#N)(C)C)CC2=C(C=CC=C2)C(F)(F)F)=O